rac-(1R,2R)-2-amino-5,5-difluorocyclohexan-1-ol hydrochloride Cl.N[C@H]1[C@@H](CC(CC1)(F)F)O |r|